C1(CC1)C=1N=CC(=NC1)CS(=O)(=O)OC methyl (5-cyclopropylpyrazin-2-yl)methanesulfonate